O[C@H](C)C1=NC=2C=CC=CC2C2=C1C=CN2 4-((R)-1-hydroxyethyl)-1H-pyrrolo[3,2-c]quinolin